C(C)(=O)N Acetoamidate